N1=CC=C(C=C1)C1=CC=NC2=CC=C(C=C12)\C=C/1\C(NC(S1)=O)=O 5Z-[[4-(4-pyridinyl)-6-quinolinyl]methylene]-2,4-thiazolidinedione